[Tc](=O)(=O)(=O)[O-].[NH4+] ammonium pertechnetate